[Na+].S(=O)(=O)([O-])CCCSC(N(C)C)=S N,N-dimethyldithiocarbamic acid (3-sulfopropyl) ester sodium salt